CC(CC1=CC=C(C=C1)OC)(C)N 1,1-dimethyl-2-(4-methoxyphenyl)ethylamine